6'-{[1-(4-methylpiperazin-1-yl)propan-2-yl]oxy}-2',3'-dihydrospiro[cyclohexane-1,1'-indene]-4-carboxylic acid CN1CCN(CC1)CC(C)OC1=CC=C2CCC3(C2=C1)CCC(CC3)C(=O)O